N-isobutyl-5-(3-((1-methylpiperidin-4-yl)oxy)quinoxalin-6-yl)-7H-pyrrolo[2,3-d]pyrimidin-2-amine C(C(C)C)NC=1N=CC2=C(N1)NC=C2C=2C=C1N=C(C=NC1=CC2)OC2CCN(CC2)C